3-(5-(1-(isoxazol-3-ylmethyl)piperidin-4-yl)-1-oxoisoindolin-2-yl)piperidine-2,6-dione O1N=C(C=C1)CN1CCC(CC1)C=1C=C2CN(C(C2=CC1)=O)C1C(NC(CC1)=O)=O